(6R,7R,Z)-3-(acetoxymethyl)-7-(2-(2-aminothiazol-4-yl)-2-(methoxyimino)acetamido)-8-oxo-5-thia-1-azabicyclo[4.2.0]oct-2-ene-2-carboxylic acid C(C)(=O)OCC1=C(N2C([C@H]([C@H]2SC1)NC(\C(=N/OC)\C=1N=C(SC1)N)=O)=O)C(=O)O